NC=1C=C(C(=C(C(=O)OCC)C1)C=1C=NC(=CC1)CC)F Ethyl 5-amino-2-(6-ethylpyridin-3-yl)-3-fluorobenzoate